NC1=NC=CC=C1C1=NC=2C(=NC(=CC2)C2=CC=CC=C2)N1C1=CC=C(CN2CCN(CC2)C(=O)C2=CC=NC=C2C#N)C=C1 4-(4-(4-(2-(2-Aminopyridin-3-yl)-5-phenyl-3H-imidazo[4,5-b]pyridin-3-yl)benzyl)piperazine-1-carbonyl)nicotinonitrile